COC(C1=CC=C(C=C1)N1CCC2(CC(C2)N2C(CCC2)C2=C(C=CC=C2)C2CC2)CC1)=O 4-(2-(2-(2-cyclopropylphenyl)pyrrolidin-1-yl)-7-azaspiro[3.5]non-7-yl)benzoic acid methyl ester